1-methylpiperidine-4-thiol CN1CCC(CC1)S